BrC1=C(C(=C(C=C1)NC(=S)N)F)F 1-(4-bromo-2,3-difluorophenyl)thiourea